CC(C=O)CC(CC=C(C)C)(C1=C(C=C(C(=C1)C)C)C)C 2,4,7-trimethyl-4-(2,4,5-trimethylphenyl)oct-6-enal